N-(2-fluoro-4-(2-(((3S,5S)-5-fluoro-5-methylpiperidin-3-yl)amino)-8-isopropylpyrido[3,2-d]pyrimidin-6-yl)phenyl)benzenesulfonamide FC1=C(C=CC(=C1)C=1C=C(C=2N=C(N=CC2N1)N[C@@H]1CNC[C@@](C1)(C)F)C(C)C)NS(=O)(=O)C1=CC=CC=C1